N-{[3-nitro-4-({[(2S)-4-(oxetan-3-yl)morpholin-2-yl]methyl}amino)phenyl]sulfonyl}-2-(1H-pyrrolo[2,3-b]pyridin-5-yloxy)benzamide [N+](=O)([O-])C=1C=C(C=CC1NC[C@H]1CN(CCO1)C1COC1)S(=O)(=O)NC(C1=C(C=CC=C1)OC=1C=C2C(=NC1)NC=C2)=O